4-(2-{5-[(3R,5R)-3-amino-5-fluoropiperidine-1-carbonyl]-7-methoxy-1-methyl-1H-1,3-benzodiazol-2-yl}-1-(cyclopropylmethyl)-1H-pyrrolo[2,3-b]pyridin-6-yl)-2-hydroxybenzamide N[C@H]1CN(C[C@@H](C1)F)C(=O)C1=CC2=C(N(C(=N2)C2=CC=3C(=NC(=CC3)C3=CC(=C(C(=O)N)C=C3)O)N2CC2CC2)C)C(=C1)OC